FC1=C(C(=CC(=C1)N(C(C)C)C)F)S(=O)(=O)N 2,6-difluoro-4-[methyl(propan-2-yl)amino]benzene-1-sulfonamide